CN(C1=CC=C(C=N1)OC1=C(C=C(C=C1)NC=1C2=C(N=CN1)SC1=C2CCN(C1)C(=O)OC(C)(C)C)C)C tert-Butyl 4-((4-((6-(dimethylamino)pyridin-3-yl)oxy)-3-methylphenyl)amino)-5,6-dihydropyrido[4',3':4,5]thieno[2,3-d]pyrimidine-7(8H)-carboxylate